4-(furo[3,2-c]pyridin-4-yl)-N-[trans-4-(2-methoxyethoxy)cyclohexyl]benzamide O1C=CC=2C(=NC=CC21)C2=CC=C(C(=O)N[C@@H]1CC[C@H](CC1)OCCOC)C=C2